C(C)(C)(C)[C@H]1N2C(C=3N(N=C4C(=CC=CC34)OCCCCCCCC(=O)OCC(CC)CC)C1)=CC(C(=C2)C(=O)O)=O (R)-6-(tert-butyl)-10-((8-(2-ethylbutoxy)-8-oxooctyl)oxy)-2-oxo-6,7-dihydro-2H-pyrido[2',1':3,4]pyrazino[1,2-b]indazole-3-carboxylic acid